scandium carbon 2-(4-chlorophenoxy)pyridine ClC1=CC=C(OC2=NC=CC=C2)C=C1.[C].[Sc]